ClC1=C(C=CC(=C1)Cl)CN1C(CCC1CC(N1C(CCC1)CCC)=O)=O 1-[(2,4-dichlorophenyl)methyl]-5-[2-oxo-2-(2-propylpyrrolidin-1-yl)ethyl]pyrrolidine-2-one